N-(2-methoxyphenyl)-2-(5-((2,4,5-trioxo-3-((tetrahydrofuran-2-yl)methyl)imidazolidin-1-yl)methyl)-1,2,4-oxadiazol-3-yl)acetamide COC1=C(C=CC=C1)NC(CC1=NOC(=N1)CN1C(N(C(C1=O)=O)CC1OCCC1)=O)=O